ClC=1C=CC(=C(C1)NC(=O)NC1=CC(=CC(=C1)OC(F)(F)F)Cl)CO 1-(5-chloro-2-hydroxymethylphenyl)-3-(3-chloro-5-trifluoromethoxyphenyl)urea